C1(CCCCC1)C1=C(C=C(C=N1)O)C(F)(F)F 6-cyclohexyl-5-(trifluoromethyl)pyridin-3-ol